1-fluoro-3-isothiocyanato-2-methylbenzene FC1=C(C(=CC=C1)N=C=S)C